N-(4-(1-methyl-4-(trifluoromethyl)-1H-imidazol-2-yl)benzyl)hydroxylamine CN1C(=NC(=C1)C(F)(F)F)C1=CC=C(CNO)C=C1